5-(((4'-(pentafluoro-λ6-sulfaneyl)-[1,1'-biphenyl]-4-yl)methyl)thio)-1H-1,2,3-triazole-4-carboxylic acid FS(C1=CC=C(C=C1)C1=CC=C(C=C1)CSC1=C(N=NN1)C(=O)O)(F)(F)(F)F